C(C=CCC)C1CCCC(O1)=O 6-Pent-2-enyl-oxacyclohexan-2-one